(R)-3-(5-(difluoromethyl)-1,3,4-thiadiazol-2-yl)-8-(2-(3-methoxyazetidine-1-carbonyl)morpholino)-N-(1-methylcyclopropyl)imidazo[1,5-a]pyridine-6-sulfonamide FC(C1=NN=C(S1)C1=NC=C2N1C=C(C=C2N2C[C@@H](OCC2)C(=O)N2CC(C2)OC)S(=O)(=O)NC2(CC2)C)F